C(CCCCCCCCCCC)OC(COCCO)O lauroxydiethylene glycol